C(CCCCCCCCCCC)NC(=O)N(CCCCCCCC)CCCCCCCC N-dodecyl-N',N'-dioctylurea